trifluoromethanesulfonic acid [3-[tert-butyl (diphenyl) silyl]Oxy-2,2-difluoro-propyl]Ester [Si](C1=CC=CC=C1)(C1=CC=CC=C1)(C(C)(C)C)OCC(COS(=O)(=O)C(F)(F)F)(F)F